C(=O)(OC(C)(C)C)N1CCC(CC1)I 1-boc-4-iodo-piperidine